C1(=CC=CC=C1)C=C(CC)C1=CC=CC=C1 1,2-diphenylbut-1-en